FC=1C=C(CNC=2C(C(C2NC=2C=NOC2)=O)=O)C=CC1C1=NOC(=N1)C(F)(F)F 3-((3-fluoro-4-(5-(trifluoromethyl)-1,2,4-oxadiazol-3-yl)benzyl)amino)-4-(isoxazol-4-ylamino)cyclobut-3-ene-1,2-dione